C(C)N1CC(OC2(CC2)C1=O)C1CCN(CC1)CC1=CC=C(C#N)C=C1 4-((4-(7-ethyl-8-oxo-4-oxa-7-azaspiro[2.5]octan-5-yl)piperidin-1-yl)methyl)benzonitrile